C(C)N(C(CC1=CC=C(C(=C1C(=O)NC=1C=CC=C2C=CC=NC12)C)OC)=O)CC 6-(2-(diethylamino)-2-oxoethyl)-3-methoxy-2-methyl-N-(quinolin-8-yl)benzamide